OCCN1CN(CN(C1)CCO)CCO hexahydro-1,3,5-tri(2-hydroxyethyl)-s-triazine